C(C1=CC=CC=C1)OC1[C@H](NC(CCC)=O)[C@@H](OCC2=CC=CC=C2)[C@H](OCC2=CC=CC=C2)[C@H](O1)COC(=O)OCC1=CC=C(C=C1)[N+](=O)[O-] 1,3,4-tri-O-benzyl-2-N-butyryl-6-O-(4-nitrobenzyloxycarbonyl)-D-glucosamine